ClC=1C=C(C=CC1)C=1C2=C(N=C(N1)C1=CC=CC=C1)C1=C(S2)C=CC=C1 4-(3-Chlorophenyl)-2-phenylbenzo[4,5]thieno[3,2-d]pyrimidine